NC1=CN=C2C(=N1)N(C=C2F)C(=O)[O-] 3-amino-7-fluoro-5H-pyrrolo[2,3-b]pyrazin-5-carboxylate